Silver (I) tetra(acetonitrile) hexafluoroantimonate F[Sb-](F)(F)(F)(F)F.C(C)#N.C(C)#N.C(C)#N.C(C)#N.[Ag+]